N-(3-(N-cyclopentyl-N-((1-ethyl-1,2,3,4-tetrahydroquinolin-6-yl)methyl)sulfamoyl)-phenyl)propionamide C1(CCCC1)N(S(=O)(=O)C=1C=C(C=CC1)NC(CC)=O)CC=1C=C2CCCN(C2=CC1)CC